O1COCC2=C1C=CC(=C2)C(N2CCN(CC2)C(=O)N2N=NC1=C2C=CC(=C1)Cl)C1=CC2=C(OCOC2)C=C1 (4-(bis(4H-benzo[d][1,3]dioxin-6-yl)methyl)piperazin-1-yl)(5-chloro-1H-benzo[d][1,2,3]triazol-1-yl)methanone